3-chloro-4-[(3,5-difluoropyridin-2-yl)methoxy]-5',6-dimethyl-2'-(1H-pyrazol-3-yl)-[1,4'-bipyridin]-2-one ClC=1C(N(C(=CC1OCC1=NC=C(C=C1F)F)C)C1=CC(=NC=C1C)C1=NNC=C1)=O